ClC1=C(C=CC(=C1)Cl)[C@H](C)NC(=O)C=1C=C2C(=C(N(C2=CC1)CC1=CC=C(C=C1)C=1C(=CC=CC1)C(=O)OC(C)(C)C)C)C (S)-tert-Butyl 4'-((5-((1-(2,4-dichlorophenyl)ethyl)carbamoyl)-2,3-dimethyl-1H-indol-1-yl)methyl)-[1,1'-biphenyl]-2-carboxylate